CC(C#N)(C)C=1C=NNC1 2-methyl-2-(1H-pyrazol-4-yl)propanenitrile